2-(6-amino-4-oxoquinazolin-3(4H)-yl)-N-(2-bromophenyl)acetamide NC=1C=C2C(N(C=NC2=CC1)CC(=O)NC1=C(C=CC=C1)Br)=O